C(C)(C)(C)OC(=O)N[C@H](C(=O)OC)CN1N=C(N=N1)C1=CC(=CC=C1)[C@@H]1COC=2C(=NC=CC2)O1 methyl (S)-2-((tert-butoxycarbonyl)amino)-3-(5-(3-((R)-2,3-dihydro-[1,4]dioxino[2,3-b]pyridin-3-yl)phenyl)-2H-tetrazol-2-yl)propanoate